N1(CCCC1)C(CNC1=CC=C(C=C1)C)=O 1-(pyrrolidin-1-yl)-2-(p-toluidinyl)ethan-1-one